(3-{5-amino-6-[1-(2-chloro-3,6-difluoro-phenyl)-ethoxy]-pyrazin-2-yl}-phenyl)-((S)-2-pyrrolidin-1-ylmethyl-pyrrolidin-1-yl)-methanone NC=1N=CC(=NC1OC(C)C1=C(C(=CC=C1F)F)Cl)C=1C=C(C=CC1)C(=O)N1[C@@H](CCC1)CN1CCCC1